4-(4-Butylphenyl)-2-(2-chlorobenzyl)imidazole C(CCC)C1=CC=C(C=C1)C=1N=C(NC1)CC1=C(C=CC=C1)Cl